C(C)OC1=C(CC(N)C)C=C(C(=C1)OCC)OC 2,4-diethoxy-5-methoxyamphetamine